C1(=CC=CC=C1)C#CC(=O)N1CCC(CC1)C(=O)N1N=CCC1C1=CC=CC=C1 3-phenyl-1-(4-(5-phenyl-4,5-dihydro-1H-pyrazole-1-carbonyl)piperidin-1-yl)prop-2-yn-1-one